C(C=C)(=O)OC1=C(C=CC=C1)CO hydroxymethyl-phenol acrylate